C12C=CCC2C(C1)=O bicyclo[3.2.0]Hept-2-en-6-one